bis[4-diethoxyethylsilylbutyl]amine C(C)OC(C[SiH2]CCCCNCCCC[SiH2]CC(OCC)OCC)OCC